COC1=C(C=CC=C1)C1=CC(=NC=C1C(=O)NC=1SC2=C(N1)CN(C2)C(=O)N(C)C)C 2-(4-(2-methoxyphenyl)-6-methylnicotinamido)-N,N-dimethyl-4,6-dihydro-5H-pyrrolo[3,4-d]thiazole-5-carboxamide